NC1=CC=C(C=N1)N1N=C(C(=C1C)C(=O)N[C@@H](C(C)C)C(=O)N[C@H](CCC(=O)OCC)C(=O)OCC)C diethyl (1-(6-aminopyridin-3-yl)-3,5-dimethyl-1H-pyrazole-4-carbonyl)-L-valyl-D-glutamate